NC1=CC=CC(=N1)S(=O)(=O)NC(=O)C=1C(=NC=CC1)N1C(C(CC1)CC1=CC=CC=C1)(C)C N-[(6-Amino-2-pyridyl)sulfonyl]-2-(3-benzyl-2,2-dimethyl-pyrrolidin-1-yl)pyridin-3-carboxamid